3-[1-(2,6-dichlorophenyl)ethoxy]-2-aminopyridine ClC1=C(C(=CC=C1)Cl)C(C)OC=1C(=NC=CC1)N